ClC1=C(C#N)C=CC(=N1)NCC(F)(F)F 2-chloro-6-(2,2,2-trifluoroethyl)aminonicotinonitrile